CC1(CCCCC1)C(=O)OC methyl methylcyclohexaneformate